CC1=C(OC2=CC=3N(C=C2)C=CN3)C=CC(=C1)[N+](=O)[O-] 7-(2-methyl-4-nitrophenoxy)imidazo[1,2-a]pyridine